N-[[3-chloro-5-(trifluoromethyl)-2-pyridinyl]methyl]-6-(4-fluorophenyl)-8-methoxy-quinazolin-4-amine ClC=1C(=NC=C(C1)C(F)(F)F)CNC1=NC=NC2=C(C=C(C=C12)C1=CC=C(C=C1)F)OC